C(C=C)(=O)NC=1C=CC=C2C=CC(=CC12)C1=CC=CC(=N1)C(=O)NCC(=O)OC(C)(C)C tert-butyl 2-[[6-[8-(prop-2-enoylamino)-2-naphthyl]pyridine-2-carbonyl]amino]acetate